ClC1=C(C(=C(NC2=NC=NC3=CC=C(C=C23)C2CN(CC2)C(=O)OC(C)(C)C)C=C1)F)C#C[Si](C)(C)C tert-butyl 3-[4-[4-chloro-2-fluoro-3-(2-trimethylsilylethynyl)anilino]quinazolin-6-yl]pyrrolidine-1-carboxylate